CSC1=NC(=CC(=N1)C=1C(NC=CC1)=O)C(F)(F)F 3-(2-(methylthio)-6-(trifluoromethyl)pyrimidin-4-yl)pyridine-2(1H)-one